Cl.N[C@@H](CC(=O)OCC)C=1C=C(C=C(C1F)C)C1=C(C=C(C=C1C)C)C1CC1 Ethyl (S)-3-amino-3-(2'-cyclopropyl-4-fluoro-4',5,6'-trimethyl-[1,1'-biphenyl]-3-yl)propanoate Hydrochloride